BrC=1C=C(C=CC1)[C@@H](C(=O)NC1=CC(=NN1C(=O)OC(C)(C)C)C1CC1)C(C)C tert-butyl (s)-5-(2-(3-bromophenyl)-3-methylbutanamido)-3-cyclopropyl-1H-pyrazole-1-carboxylate